FC1=C(C=CC(=C1)F)[C@H](C)NC(C(C(C)C)N1C(NC2=CC=CC=C2C1=O)=O)=O N-((S)-1-(2,4-difluorophenyl)ethyl)-2-(2,4-dioxo-1,4-dihydroquinazolin-3(2H)-yl)-3-methylbutanamide